O\N=C\1/CS(CCC1NC(OC(C)(C)C)=O)(=O)=O (Z)-tert-butyl (3-(hydroxyimino)-1,1-dioxidotetrahydro-2H-thiopyran-4-yl)carbamate